(3-(4-(Pyrimidin-5-yl)benzyl)-1,2,3-oxadiazol-3-ium-5-yl)((2-(trifluoromethyl)pyridin-4-yl)-carbamoyl)amide N1=CN=CC(=C1)C1=CC=C(C[N+]2=NOC(=C2)[N-]C(NC2=CC(=NC=C2)C(F)(F)F)=O)C=C1